C(C#C)C(C(=O)N)N1N=NC(=C1)CCC prop-2-yn-1-yl-2-(4-propyl-1H-1,2,3-triazol-1-yl)-acetamide